C1(CC1)C1=C(C=C(C=C1)C(NC(=O)C1N(CC(C1)F)C(CC=1OC=NN1)=O)C1=CC=CC=C1)F N-[(4-cyclopropyl-3-fluorophenyl)(phenyl)methyl]-4-fluoro-1-[2-(1,3,4-oxadiazol-2-yl)acetyl]pyrrolidine-2-carboxamide